NCCCCOC=1C=C(C=C(C1)C(F)(F)F)NS(=O)(=O)C1=C(C=C(C=C1C(C)C)C(C)C)C(C)C N-(3-(4-Aminobutoxy)-5-(trifluoromethyl)phenyl)-2,4,6-triisopropylbenzene-sulfonamide